C[N+](C)(C)CC(CC(=O)[O-])OC(=O)/C=C/CCC(=O)O The molecule is an O-acylcarnitine having (2E)-hexenedioyl as the acyl substituent. It has a role as a mouse metabolite. It derives from a carnitine.